CC=1N=NN2C1C1=C(C(CC2)NC2=C(C(=O)OC)C=CC=C2)C=C(C=C1)C=1C=NN(C1)C methyl 2-((1-methyl-9-(1-methyl-1H-pyrazol-4-yl)-6,7-dihydro-5H-benzo[c][1,2,3]triazolo[1,5-a]azepin-7-yl)amino)benzoate